O1CC(CC1)N[C@H](CO)C#C[Si](C(C)C)(C(C)C)C(C)C (2S)-2-(oxolan-3-ylamino)-4-(triisopropylsilyl)but-3-yn-1-ol